NC1=C(C=CC=C1C(C)C)/C=C/C(=O)OC(C)(C)C tert-butyl (E)-3-(2-amino-3-isopropylphenyl)acrylate